(R)-N,N-dimethyl-1-[(S)-2-(diphenylphosphino)ferrocenyl]ethylamine C[C@H]([C]1[CH][CH][CH][C]1P(C2=CC=CC=C2)C3=CC=CC=C3)N(C)C.[CH]1[CH][CH][CH][CH]1.[Fe]